NCCC[Si](OCCCC)(OCCCC)OCCCC 3-Aminopropyltributoxysilan